rac-2-((8-fluoro-7-methyl-1,4-dioxaspiro[4.5]dec-8-en-7-yl)methyl)isoindoline-1,3-dione FC=1[C@@](CC2(OCCO2)CC1)(C)CN1C(C2=CC=CC=C2C1=O)=O |r|